2-methyl-N-(6-(8-methyl-4-oxo-4H-pyrimido[1,2-b]pyridazin-7-yl)-5,6,7,8-tetrahydro-1,6-naphthyridin-3-yl)thiazole-4-sulfonamide CC=1SC=C(N1)S(=O)(=O)NC=1C=NC=2CCN(CC2C1)C=1C(=CC=2N(N1)C(C=CN2)=O)C